FC1(C2C(N(C1)C(=O)OCC1=CC=CC=C1)CN(C2)CC(C(=O)OCC2=CC=C(C=C2)OC)(C)C)F benzyl 3,3-difluoro-5-(3-((4-methoxybenzyl) oxy)-2,2-dimethyl-3-oxopropyl)-hexahydropyrrolo[3,4-b]pyrrole-1(2H)-carboxylate